tert-butyl (3S)-3-[7-[(2,4-dimethoxyphenyl) methylamino]-3-(2-fluoro-6-methyl-phenyl)-2-oxo-4H-pyrido[4,3-d]pyrimidin-1-yl]piperidine-1-carboxylate COC1=C(C=CC(=C1)OC)CNC1=CC=2N(C(N(CC2C=N1)C1=C(C=CC=C1C)F)=O)[C@@H]1CN(CCC1)C(=O)OC(C)(C)C